1-chloro-4-(chlorophenyl-methyl)benzene ClC1=CC=C(C=C1)C(C1=CC=CC=C1)Cl